7-(Difluoromethyl)-1,2,3,4-tetrahydroquinoline FC(C1=CC=C2CCCNC2=C1)F